2,5-dioxahexanoate C(OCCOC)(=O)[O-]